2-Oxopropane-1,3-diyl dibenzoate C(C1=CC=CC=C1)(=O)OCC(COC(C1=CC=CC=C1)=O)=O